ClC1=CC(OC2=CC(=CC=C12)Cl)=O 4,7-dichloro-2H-chromen-2-one